ethyl 1-(4-(2-cyanoprop-2-yl) benzyl)-1H-imidazole-4-carboxylate C(#N)C(C)(C)C1=CC=C(CN2C=NC(=C2)C(=O)OCC)C=C1